Pentaoxaundecan OOOOOCCCCCC